O=C1N(CC2=CC(=CC=C12)O[C@@H]1[C@H](CCCC1)N1CC(C1)C1=CC=CC=C1)[C@H]1C(N(C(CC1)=O)COCC[Si](C)(C)C)=O (R)-3-(1-oxo-5-(((1S,2S)-2-(3-phenylazetidin-1-yl)cyclohexyl)oxy)isoindolin-2-yl)-1-((2-(trimethylsilyl)ethoxy)methyl)piperidine-2,6-dione